1-(cyclopentyl-1-d)-4-((5-phenyl-1,3,4-thiadiazol-2-yl)methyl)-1,4-dihydropyrazine-2,3-dione C1(CCCC1)([2H])N1C(C(N(C=C1)CC=1SC(=NN1)C1=CC=CC=C1)=O)=O